O=C1[C@@H](N2CC[C@H]1C2)COP(=O)(OC2=CC=CC=C2)N[C@@H](C)C(=O)OCC(CC)CC 2-ethylbutyl ((((1R,2S,4S)-3-oxo-1-azabicyclo[2.2.1]heptan-2-yl)methoxy)(phenoxy)phosphoryl)-L-alaninate